(R)-tert-butyl 2-(chlorobenzylamino)-2-methylhexanoate ClN([C@@](C(=O)OC(C)(C)C)(CCCC)C)CC1=CC=CC=C1